4-((4-(4-(2-hydroxyethyl)piperazin-1-yl)phenylamino)-5-oxo-5,6-dihydropyrimido[4,5-d]pyridazin-2-yl)piperidin-4-ylacetonitrile OCCN1CCN(CC1)C1=CC=C(C=C1)NC1=NC(=NC=2C=NNC(C21)=O)C2(CCNCC2)CC#N